COC=1C=C(C=CC1OC)CCNCC(COC1=CC=C(C=C1)C(\C=C\C1=CC=C(C=C1)OC)=O)O (E)-1-[4-[3-[2-(3,4-Dimethoxyphenyl)ethylamino]-2-hydroxypropoxy]phenyl]-3-(4-methoxyphenyl)prop-2-en-1-one